potassium 4-[(2,3-dihydrothieno[3,4-b]-[1,4]dioxin-2-yl)methoxy]-1-fluoro-1-butanesulfonate O1C=2C(OCC1COCCCC(S(=O)(=O)[O-])F)=CSC2.[K+]